C(C=C)(=O)N1CC(C1)(C(=O)N1CCC(CC1)N1N=C(C(=C1C)C=1C=C(C=2N(C1)N=CC2C#N)OC)C)OC 6-(1-(1-(1-acryloyl-3-methoxyazetidine-3-carbonyl)piperidin-4-yl)-3,5-dimethyl-1H-pyrazol-4-yl)-4-methoxypyrazolo[1,5-a]pyridine-3-carbonitrile